N12CCN(CC1)CC2.FC=2C(=C(C(=O)O)C=C(C2C)CC2=CC=C(C=C2)N2N=CC=C2)C=O 3-fluoro-2-formyl-4-methyl-5-[4-(1H-pyrazol-1-yl)benzyl]benzoic acid 1,4-diazabicyclo[2.2.2]octane salt